FC(OC=1C=C2C(=NNC2=CC1)C(=O)OC)(F)F methyl 5-(trifluoromethoxy)-1H-indazole-3-carboxylate